FC1=CC(=C(C=C1)C1=NC=C(C=N1)CCN)OC=1N(N=C(C1)N1CCCC1)C 2-[2-[4-fluoro-2-(2-methyl-5-pyrrolidin-1-ylpyrazol-3-yl)oxyphenyl]pyrimidin-5-yl]ethylamine